C(C)(C)(C)C1CCN(CC1)C(=O)NC1=CC(=C(C(=C1)C=1N=NNN1)C=1C=NC(=CC1)C)F 4-(Tert-butyl)-N-(3-fluoro-4-(6-methylpyridin-3-yl)-5-(2H-tetrazol-5-yl)phenyl)piperidine-1-carboxamide